(Z)-1-(4-amino-2-fluorobut-2-en-1-yl)-N-methoxy-N-methyl-4-(3-(pyrrolidin-1-ylsulfonyl)phenyl)-1H-benzo[d][1,2,3]triazole-6-carboxamide hydrochloride Cl.NC\C=C(\CN1N=NC2=C1C=C(C=C2C2=CC(=CC=C2)S(=O)(=O)N2CCCC2)C(=O)N(C)OC)/F